C(C)(C)(C)C([C@](C(=O)O)(NC(=O)N1C=NC=C1)C(C)(C)C)CC(=O)O (S)-di-tert-butyl-2-(1H-imidazole-1-carboxamido)glutaric acid